P(=O)(OCCCOCCCCCCCCCCCCCCCC)(OCSC(C)C)[O-] (hexadecyloxypropyl) (isopropylthiomethyl) phosphate